tris(2,4-di-tertiary butyl-phenyl) phosphite P(OC1=C(C=C(C=C1)C(C)(C)C)C(C)(C)C)(OC1=C(C=C(C=C1)C(C)(C)C)C(C)(C)C)OC1=C(C=C(C=C1)C(C)(C)C)C(C)(C)C